2,3-dimethylcyclopentanone CC1C(CCC1C)=O